C(C1=CC=CC=C1)S(=O)(=O)NC(C1=CC=C(C=C1)N1CCN(CC1)C(C1=CC(=C(C=C1)C1=CC=C(C=C1)O)F)=O)=O N-benzylsulfonyl-4-[4-[3-fluoro-4-(4-hydroxyphenyl)benzoyl]piperazine-1-yl]benzamide